3-(6-Bromo-1-oxo-2,3-dihydro-1H-isoindol-2-yl)piperidine-2,6-dione BrC1=CC=C2CN(C(C2=C1)=O)C1C(NC(CC1)=O)=O